N-(4-cyanobenzyl)-1-((6-cyclopropylimidazo[1,2-a]pyridin-2-yl)methyl)-1H-pyrazole-4-sulfonamide C(#N)C1=CC=C(CNS(=O)(=O)C=2C=NN(C2)CC=2N=C3N(C=C(C=C3)C3CC3)C2)C=C1